3-(3-((6-((6-fluoropyridin-2-yl)methoxy)pyridin-3-yl)methyl)isoxazol-5-yl)pyridin-2-amine FC1=CC=CC(=N1)COC1=CC=C(C=N1)CC1=NOC(=C1)C=1C(=NC=CC1)N